3-(5-fluoro-2-((2-methoxy-5-(4-methylpiperazin-1-yl)phenyl)amino)pyrimidin-4-yl)-6-(4-Methoxybenzyl)-7,7-dimethyl-Benzyl-6,7-dihydro-5H-pyrrolo[3,4-b]pyridin-5-one FC=1C(=NC(=NC1)NC1=C(C=CC(=C1)N1CCN(CC1)C)OC)C=1C=C(CC2=CC=C3C(=N2)C(NC3=O)(C)C)C(=CC1)CC1=CC=C(C=C1)OC